C(=O)C=C(C(=O)[O-])C1=CC=CC=C1 formylphenylacrylate